N(=C=S)C(C)C1=CC(=CC=C1)C(F)(F)F 1-(1-isothiocyanatoethyl)-3-(trifluoromethyl)benzene